CC1=NN(C(=C1)C)C=1C=CC(N(N1)CC1CN(C1)C=1C2=C(N=CN1)SC=C2)=O 6-(3,5-dimethylpyrazol-1-yl)-2-[(1-thieno[2,3-d]pyrimidin-4-ylazetidin-3-yl)methyl]pyridazin-3-one